C(C)(=O)OC(C(COC(C)=O)C)COS(=O)(=O)ON1[C@@H]2CC[C@H](N(C1=O)C2)C(N)=O ((((((1R,2S,5R)-2-carbamoyl-7-oxo-1,6-diazabicyclo[3.2.1]oct-6-yl) oxy) sulfonyl) oxy) methyl)-2-methylpropan-1,3-diyl diacetate